4-[1-[2-[5-cyclopropyl-3-(trifluoromethyl)pyrazol-1-yl]acetyl]-4-piperidinyl]-N-tetrahydronaphthalen-1-yl-tetrahydrobenzoxazepine-2-Carboxamide C1(CC1)C1=CC(=NN1CC(=O)N1CCC(CC1)C1CN(OC=2C(C1)CC=CC2)C(=O)NC2CCCC1=CC=CC=C21)C(F)(F)F